O=C1NC(CCC1C1=CC(=C(C=C1)N1CCN(CC1)CCC1CCC(CC1)N1N=C2C=C(C(=CC2=C1)C(=O)NC1=CN=C2N1N=CC=C2)OC)F)=O 2-((1r,4r)-4-(2-(4-(4-(2,6-dioxopiperidin-3-yl)-2-fluorophenyl)piperazin-1-yl)ethyl)cyclohexyl)-N-(imidazo[1,2-b]pyridazin-3-yl)-6-methoxy-2H-indazole-5-carboxamide